4,6-diisopropylpyrimidine C(C)(C)C1=NC=NC(=C1)C(C)C